ClC1=NC=C(C(=N1)NC1CC1)C(=O)NC1=C(C=CC=C1C)F 2-chloro-4-(cyclopropylamino)-N-(2-fluoro-6-METHYLPHENYL)pyrimidine-5-carboxamide